CN(CC(C)N1C=2N(C3=CC=C(C=C3C1=O)F)C(NN2)=S)C 4-(1-(dimethylamino)propan-2-yl)-7-fluoro-1-thioxo-2,4-dihydro-[1,2,4]triazolo[4,3-a]quinazolin-5(1H)-one